NC(C)(C)C1=CC(=NC(=C1)C1=CC=C(C=C1)F)O[C@H]1[C@@H]2CN(C[C@]12C)C(=O)C=1C(=NN(C1)C1=NC=CC=N1)C |o1:18,19,23| rel-((1R,5S,6s)-6-((4-(2-aminopropan-2-yl)-6-(4-fluorophenyl)pyridin-2-yl)oxy)-1-methyl-3-azabicyclo[3.1.0]hexan-3-yl)(3-methyl-1-(pyrimidin-2-yl)-1H-pyrazol-4-yl)methanone